C(CC=C)C1N(S(C2=C(N(C1)C1=CC=CC=C1)C=C(C(=C2)O\C=C(\C(=O)OCC)/F)SC)(=O)=O)C (Z)-ethyl 3-((3-(but-3-en-1-yl)-2-methyl-7-(methylthio)-1,1-dioxido-5-phenyl-2,3,4,5-tetrahydrobenzo[f][1,2,5]thiadiazepin-8-yl)oxy)-2-fluoroacrylate